BrC=1C=C(C=CC2=NC3=C(C(=CC=C3C=C2)C(=O)O)O)C=C(C1O)Br 2-(3,5-dibromo-4-hydroxystyryl)-8-hydroxyquinoline-7-carboxylic acid